CN1C(N(C2=C1C(=CC(=C2)C)C2CCNCC2)N2C(CCCC2=O)=O)=O [3,6-dimethyl-2-oxo-4-(4-piperidinyl)benzimidazol-1-yl]Piperidine-2,6-dione